C[C@H]1[C@@H]([C@H]([C@H]([C@@H](O1)OCCCCCN)O)O[C@H]2[C@@H]([C@@H]([C@H]([C@@H](O2)C)O)O[C@H]3[C@@H]([C@H]([C@@H]([C@H](O3)CO)O)O)O)O)O The molecule is a trisaccharide derivative consisting of an alpha-L-rhamnosyl residue glycosidically linked to a 5-aminopentyl group and which carries at O-3 a beta-D-glucosyl-(1->3)-alpha-L-rhamnosyl disaccharide unit. It is a trisaccharide derivative and a glycoside.